C(C)OC([C@@H](N)CC(C)C)=O L-Leucin-ethylester